7-methoxy-2H-benzo[b][1,4]oxazin-3(4H)-one COC=1C=CC2=C(OCC(N2)=O)C1